(8R,9S,10S)-10-[(dimethylamino)methyl]-3-hydroxy-N-(4-methoxyphenyl)-9-[4-(2-phenylethynyl)phenyl]-1,6-diazabicyclo[6.2.0]decane-6-carboxamide CN(C)C[C@@H]1[C@@H]([C@@H]2CN(CCC(CN12)O)C(=O)NC1=CC=C(C=C1)OC)C1=CC=C(C=C1)C#CC1=CC=CC=C1